NC1=C(C(=C(C=N1)NC(C(=O)N1[C@H](CC[C@@H](C1)C)C1=CC=C(C=C1)O)=O)C)C N-(6-amino-4,5-dimethyl-3-pyridyl)-2-[(2R,5S)-2-(4-hydroxyphenyl)-5-methyl-1-piperidyl]-2-oxo-acetamide